C1(CC1)C1=CC(=C2CN(C(C2=C1)=O)C1=CC(=CC=C1)C(CC1=NN=CN1C)(C)C)C(F)(F)F 6-cyclopropyl-2-(3-(2-methyl-1-(4-methyl-4H-1,2,4-triazol-3-yl)propan-2-yl)phenyl)-4-(trifluoromethyl)isoindolin-1-one